FC(OC=1C=C(C=CC1OCC1=C(C=CC=C1)C(F)(F)F)C1C=2C(NC(C1)=O)=NNC2)(F)F 4-[3-(trifluoromethoxy)-4-{[2-(trifluoromethyl)phenyl]methoxy}phenyl]-2H,4H,5H,6H,7H-pyrazolo[3,4-b]pyridin-6-one